9-{1-[4-(trifluoromethyl)pyridin-2-yl]pyrazol-4-ylsulfonyl}-1,2,9-triazatricyclo[6.5.1.0^{4,14}]tetradeca-2,4,6,8(14)-tetraene FC(C1=CC(=NC=C1)N1N=CC(=C1)S(=O)(=O)N1C=2C=CC=C3C=NN(CCCC1)C32)(F)F